[Na+].Br[O-] hypobromite Sodium